N-(3,5-dimethylphenyl)-N1-(4-fluorophenyl)-6-pyrrolidin-1-yl-[1,3,5]triazine-2,4-diamine hydrochloride Cl.CC=1C=C(C=C(C1)C)NC1N(C(=NC(=N1)N)N1CCCC1)C1=CC=C(C=C1)F